2-O-α-D-Mannopyranosyl-myo-inositol C([C@@H]1[C@H]([C@@H]([C@@H]([C@H](O1)OC2[C@@H]([C@H](C([C@H]([C@@H]2O)O)O)O)O)O)O)O)O